N1(CCCCCC1)CC1=CC(=C(C=C1)C#CC1=C2C(N(C(=NC2=CC=C1)C)C1C(NC(CC1)=O)=O)=O)F 3-(5-((4-(azepan-1-ylmethyl)-2-fluorophenyl)ethynyl)-2-methyl-4-oxoquinazolin-3(4H)-yl)piperidine-2,6-dione